ClC1=CC(=C(C(=C1)F)N1CCC(CC1)(O)COC1=C2N=CC=NC2=CC=C1)F 1-(4-chloro-2,6-difluorophenyl)-4-((quinoxalin-5-yloxy)methyl)piperidin-4-ol